C(CCCCCCC\C=C/C\C=C/CCCCC)(=O)OCC(COC(CCC(OCCC#CCCCC)OCCC#CCCCC)=O)CO 3-((4,4-bis(oct-3-yn-1-yloxy)butanoyl)oxy)-2-(hydroxymethyl)propyl (9Z,12Z)-octadeca-9,12-dienoate